CN(C)CCC[Si](OC)(OC)OC N,N-dimethylaminopropyltrimethoxysilane